palladium bisdibenzylideneacetone C(C1=CC=CC=C1)=CC(=O)C=CC1=CC=CC=C1.C(C1=CC=CC=C1)=CC(=O)C=CC1=CC=CC=C1.[Pd]